2-(difluoroacetyl)-3-(dimethylamino)acrylic acid ethyl ester C(C)OC(C(=CN(C)C)C(C(F)F)=O)=O